C(C)N1C(=NN(C1=O)C1=NC(=C(C(=O)NC2=C(C=CC(=C2)C)F)C=C1F)O[C@H](C(F)(F)F)C)CO (S)-6-(4-Ethyl-3-(hydroxymethyl)-5-oxo-4,5-dihydro-1H-1,2,4-triazol-1-yl)-5-fluoro-N-(2-fluoro-5-methylphenyl)-2-((1,1,1-trifluoropropan-2-yl)oxy)nicotinamide